chromeno[4,3-c]chromene-5,11-dione C1=CC=CC=2C3=C(C(OC12)=O)C=1C=CC=CC1OC3=O